ClC=1C=C2C(C(NC2=CC1)=O)=NN=C1SCC(N1C1=CC(=CC=C1)Cl)=O 5-chloro-3-(2-(3-(3-chlorophenyl)-4-oxothiazolidine-2-ylidene)hydrazono)-1H-indol-2-one